C1(CCCCC1)C[C@@H](C(N[C@@H](C[C@H]1C(NCC1)=O)C(COC1=C(C(=CC(=C1F)F)F)F)=O)=O)NC(C(=O)NC1=C(C=CC=C1)F)=O N1-((S)-3-cyclohexyl-1-oxo-1-(((S)-3-oxo-1-((S)-2-oxopyrrolidin-3-yl)-4-(2,3,5,6-tetrafluorophenoxy)butan-2-yl)amino)propan-2-yl)-N2-(2-fluorophenyl)oxalamide